[Ce+].C(\C=C/C(=O)[O-])(=O)OC monomethyl maleate cerium salt